C(C)(C)(C)OC(=O)[C@H]1C(N(CC1)C1=NC=C(C(=N1)OCC)C(=O)OCC)NC ethyl 2-[(3R)-3-[(tert-butoxy) carbonyl] (methyl) aminopyrrolidin-1-yl]-4-ethoxypyrimidine-5-carboxylate